(1R,3R)-3-((S)-2-(4-Chlorophenethyl)-6-(methoxycarbonyl)-7-methyl-6,7,8,9-tetrahydro-3H-imidazo[4,5-f]chinolin-3-yl)cyclohexan ClC1=CC=C(CCC=2N(C=3C(=C4CC[C@@H](N(C4=CC3)C(=O)OC)C)N2)C2CCCCC2)C=C1